COC(=O)C1CCN(CC1)C1=NC=C(C(=N1)C#N)F 1-(4-cyano-5-fluoro-pyrimidin-2-yl)piperidine-4-carboxylic acid methyl ester